1,3-bis(octafluoropentyloxy)-2-propanol FC(C(C(OCC(COC(C(C(CC(F)(F)F)F)(F)F)(F)F)O)(F)F)(F)F)CC(F)(F)F